FC=1C=C(COC2=CC=C(C=C2)N2C[C@@H](CC2)O)C=CC1F (R)-1-(4-((3,4-difluorobenzyl)oxy)phenyl)pyrrolidin-3-ol